C(C)(C)(C)OC(=O)N1C(CCC1)C1=CC(=C(C=C1)C=1N=C2SC3=C(N2C1)C=C(C(=C3)C(=O)O)Cl)F 2-(4-(1-(tert-butoxycarbonyl)pyrrolidin-2-yl)-2-fluorophenyl)-6-chlorobenzo[d]imidazo[2,1-b]thiazole-7-carboxylic acid